3-acetyl-2,6-lutidine C(C)(=O)C=1C(=NC(=CC1)C)C